C(C1=CC=CC=C1)OC(=O)N1[C@H]2C[C@@H]([C@@H](C1)C2)O (1R,4R,5S)-5-hydroxy-2-azabicyclo[2.2.1]heptane-2-carboxylic acid benzyl ester